OC1=C(C=C(C=C1C)CC1=C(C(=C(C=C1)CC1=CC(=C(C(=C1)C)O)C)O)O)C 3,6-bis[(4-hydroxy-3,5-dimethylphenyl)methyl]-1,2-benzenediol